NC1=CC(=C(C=C1)NC(=O)N1CCN(CC1)CC)F N-(4-amino-2-fluorophenyl)-4-ethylpiperazine-1-carboxamide